O=C1N(CCC(N1)=O)C1=NN(C2=CC(=CC=C12)C1CCN(CC1)C(=O)OC(C)(C)C)C tert-butyl {4-[3-(2,4-dioxo-1,3-diazinan-1-yl)-1-methylindazol-6-yl]piperidin-1-yl}formate